3-(but-3-en-1-yl)-5-methoxyquinazolinone tris(trimethylbutyl)phosphate tris(triphenylsilyl)phosphate C1(=CC=CC=C1)[Si](C1=CC=CC=C1)(C1=CC=CC=C1)OP(=O)(O[Si](C1=CC=CC=C1)(C1=CC=CC=C1)C1=CC=CC=C1)O[Si](C1=CC=CC=C1)(C1=CC=CC=C1)C1=CC=CC=C1.CC(CCCOP(=O)(OCCCC(C)(C)C)OCCCC(C)(C)C)(C)C.C(CC=C)N1C(N=C2C=CC=C(C2=C1)OC)=O